8-(6-methoxypyridin-3-yl)-1-(4-(piperazin-1-yl)-3-trifluoromethylphenyl)-imidazo[1,5-a]quinoxalin-4(5H)-one COC1=CC=C(C=N1)C1=CC=C2NC(C=3N(C2=C1)C(=NC3)C3=CC(=C(C=C3)N3CCNCC3)C(F)(F)F)=O